benzyl (2R,3S)-3-(methylsulfonamido)-2-((((CIS)-4-phenylcyclohexyl)oxy)-methyl)pyrrolidine-1-carboxylate CS(=O)(=O)N[C@@H]1[C@@H](N(CC1)C(=O)OCC1=CC=CC=C1)CO[C@@H]1CC[C@@H](CC1)C1=CC=CC=C1